2,3,4,6-tetrabenzyl-D-glucose C(C1=CC=CC=C1)[C@@](C=O)(O)[C@@](O)([C@](O)([C@H](O)C(O)CC1=CC=CC=C1)CC1=CC=CC=C1)CC1=CC=CC=C1